FC=1C=C(C=NC1OC1=CC=CC=C1)NC1=NC=NC2=CC=C(C=C12)[C@@H]1CNCCC1 N-(5-fluoro-6-phenoxy-3-pyridyl)-6-[(3R)-3-piperidyl]quinazolin-4-amine